BrC1=CC(=C2C=NN(C2=C1)C1OCCCC1)OCCOCCCCNC(OC(C)(C)C)=O tert-butyl (4-(2-((6-bromo-1-(tetrahydro-2H-pyran-2-yl)-1H-indazol-4-yl)oxy)ethoxy)butyl)carbamate